C[C@](N)(CC1=CNC=N1)C(=O)O DL-α-Methylhistidine